2-(4-methoxyphenyl)-N-(2-(2-methyl-1-trityl-1H-imidazol-4-yl)thiophen-3-yl)acetamide COC1=CC=C(C=C1)CC(=O)NC1=C(SC=C1)C=1N=C(N(C1)C(C1=CC=CC=C1)(C1=CC=CC=C1)C1=CC=CC=C1)C